C(#N)C1=C(C=CC(=C1)C1=CC=CC=C1)CCCN1C=NC(=C1)C 2-Cyano-1-[3-(4-methyl-1H-imidazol-1-yl)propyl]-4-phenylbenzen